2-(4-bromophenyl)imidazole BrC1=CC=C(C=C1)C=1NC=CN1